tert-butyl (S)-3-((methylsulfonyl)oxy)piperidine-1-carboxylate CS(=O)(=O)O[C@@H]1CN(CCC1)C(=O)OC(C)(C)C